(R)-(3-aminopiperidin-1-yl)(2-(1-((4-methylthiazol-2-yl)methyl)-1H-indol-2-yl)-3,4-dihydro-5-oxa-1,2a-diazaacenaphthylen-7-yl)methanone N[C@H]1CN(CCC1)C(=O)C=1C=C2OCCN3C(=NC(C1)=C32)C=3N(C2=CC=CC=C2C3)CC=3SC=C(N3)C